sodium 4,5-dicyano-2-trifluoromethyl-imidazole sodium [Na].C(#N)C=1N=C(NC1C#N)C(F)(F)F.[Na]